FC1=NN2C(C=CC(=C2)OC2(OC=CC=C2)O)=C1C#N 2-fluoro-6-((2-hydroxypyran-2-yl)oxy)pyrazolo[1,5-a]pyridine-3-carbonitrile